1,3-dinitrosobenzene N(=O)C1=CC(=CC=C1)N=O